ClC=1C=C(C=C(C1)Cl)C=1C=CN=C2C(=C(C=NC12)C(=O)OCC)N(C)C ethyl 8-(3,5-dichlorophenyl)-4-(dimethylamino)-1,5-naphthyridine-3-carboxylate